2-[4-(Dimethylsulfamoyl)-2-fluorophenyl]pyrazolo[1,5-a]pyrimidine-3-carboxylic acid CN(S(=O)(=O)C1=CC(=C(C=C1)C1=NN2C(N=CC=C2)=C1C(=O)O)F)C